O=C1N(CCN2[C@@H]1CN(CC2)C#N)C2=NC=CC(=C2)C2=CC=CC=C2 (R)-9-oxo-8-(4-phenylpyridin-2-yl)octahydro-2H-pyrazino[1,2-a]pyrazine-2-carbonitrile